5-amino-3-(4-bromophenyl)-1-[3-(trifluoromethyl)phenyl]pyrazole-4-carboxamide NC1=C(C(=NN1C1=CC(=CC=C1)C(F)(F)F)C1=CC=C(C=C1)Br)C(=O)N